ClC1(CC(=CC=C1)Cl)N=C=S 1,3-dichlorophenyl isothiocyanate